C(C)(C)(C)OC(=O)N[C@H](COC1=C(C=C(C=C1)C#CCCCC(=O)O)F)CCC(N)=O 6-[4-[(2S)-2-[(tert-butoxycarbonyl)amino]-4-carbamoylbutoxy]-3-fluorophenyl]hex-5-ynoic acid